tert-butyl 8-[(Z)-2-[(tert-butoxycarbonylamino) methyl]-3-fluoro-allyloxy]-1,3,4,5-tetrahydropyrido[4,3-b]indole-2-carboxylate C(C)(C)(C)OC(=O)NC/C(/COC1=CC=2C3=C(NC2C=C1)CCN(C3)C(=O)OC(C)(C)C)=C/F